2-((3-(2,6-difluoro-4-(pyridin-2-yloxy)phenyl)-1,2,4-oxadiazol-5-yl)methyl)acrylic acid FC1=C(C(=CC(=C1)OC1=NC=CC=C1)F)C1=NOC(=N1)CC(C(=O)O)=C